N[C@@]1(C[C@@H](O[C@@H]1CO)N1C(=O)N=C(N)C=C1)O 3'-amino-deoxycytidine